COC1=CC=C(C=NCC(=O)OC)C=C1 Methyl 2-((4-methoxybenzylidene)amino)acetate